CC1=NC(=CC(=C1)C=1NC2=CC(=C(C=C2C1C(C)C)C1CCN(CC1)C)F)C 2-(2,6-dimethylpyridin-4-yl)-6-fluoro-3-isopropyl-5-(1-methylpiperidin-4-yl)-1H-indole